5-[4-(azetidin-3-yl)phenyl]-3-(trifluoromethyl)-1H-pyrazole N1CC(C1)C1=CC=C(C=C1)C1=CC(=NN1)C(F)(F)F